COC(=O)C=1C=C2N=C(C=NC2=CC1)COC 3-(methoxymethyl)quinoxaline-6-carboxylic acid methyl ester